C[N+](C(CCCCCCCCCC)S)(C)C N,N,N-trimethyl-l-1-sulfanyl-1-undecanaminium